1-(N,N-diallylamino)-3-(N',N'-di(2-cyanoethyl)amino)-2-propanol C(C=C)N(CC=C)CC(CN(CCC#N)CCC#N)O